COC=1C=C(C=NC1OC)C=1C=C2C(=NC=NC2=C(C1)C1=C(C=CC=C1)O)C (6-(5,6-Dimethoxypyridin-3-yl)-4-methylquinazolin-8-yl)phenol